N-(4-(4-amino-7-(1-isobutyrylpiperidin-4-yl)pyrrolo[2,1-f][1,2,4]triazin-5-yl)phenyl)-5-chloro-6-methyl-2-oxo-2H-[1,2'-bipyridine]-3-carboxamide NC1=NC=NN2C1=C(C=C2C2CCN(CC2)C(C(C)C)=O)C2=CC=C(C=C2)NC(=O)C=2C(N(C(=C(C2)Cl)C)C2=NC=CC=C2)=O